NC[C@@]1(OC2=C([C@@H]1OC)C(=C(C(=C2)F)Cl)C2=C(C(=O)N)C=CC(=C2F)OCCO)C2=CC=CC=C2 2-((2s,3s,4s)-2-(aminomethyl)-5-chloro-6-fluoro-3-methoxy-2-phenyl-2,3-dihydrobenzofuran-4-yl)-3-fluoro-4-(2-hydroxyethoxy)benzamide